FC=1C=C(NCC=2C=C3C(=NNC3=CC2)C=CC2=NC=CC=C2)C=C(C1)F 3,5-difluoro-N-((3-(2-(pyridin-2-yl)vinyl)-1H-indazol-5-yl)methyl)aniline